C(C=C)(=O)N1CC(C1)OC acryloyl-3-methoxyazetidine